C(CC(C)C)OC(C(CP(=O)(C1=CC=CC=C1)OCCC(C)C)C)=O 3-(isopentyloxyphenylphosphinyl)-2-methyl-propionic acid isoamyl ester